ethyl 5-(benzyloxy)-9-(3-chlorophenyl)imidazo[1,2-a]quinoline-4-carboxylate C(C1=CC=CC=C1)OC1=C(C=2N(C3=C(C=CC=C13)C1=CC(=CC=C1)Cl)C=CN2)C(=O)OCC